IC1=C(C=C(C=C1I)I)C1CC(OC(C1)=O)=O 4-(2,3,5-triiodophenyl)tetrahydropyran-2,6-dione